ClC=1C(C=C(N1)CC(=O)O)=O 2-(5-chloro-4-oxopyrrol-2-yl)acetic acid